NC1=NC=2C(=CC=C1)SCC2 5-amino-thienoazepine